BrC=1C=CC(=C2C=C(NC12)C(=O)O)F 7-bromo-4-fluoro-1H-indole-2-carboxylic acid